C(C)N1C(=NC(=C1)C(F)(F)F)C1=CC=C(C=C1)[C@@H](C)NC(OC(C)(C)C)=O Tert-butyl N-[(1R)-1-[4-[1-ethyl-4-(trifluoromethyl)imidazol-2-yl]phenyl]ethyl]carbamate